FC1=C(C=CC=2C(N3N(C12)CCOC3)=O)NC3=NC=C(C(=N3)N[C@H](CO)C3=CC=CC=C3)C=3OC=NN3 (S)-6-fluoro-7-((4-((2-hydroxy-1-phenylethyl)amino)-5-(1,3,4-oxadiazol-2-yl)pyrimidin-2-yl)amino)-3,4-dihydro-1H,10H-[1,3,4]oxadiazino[4,3-a]indazol-10-one